benzyl-4-(bromomethyl)-3,6-dihydropyridine C(C1=CC=CC=C1)C1=NCC=C(C1)CBr